C(\C=C\C1=CC(O)=C(O)C=C1)(=O)O Trans-caffeic acid